CC(=O)C1C=CC(O)=C(O)C=1 3,4-Dihydroxyacetophenone